2-((3-(2,6-dioxopiperidin-3-yl)-1-methyl-1H-indazol-7-yl)oxy)-N-((1-hydroxy-cyclopropyl)methyl)acetamide O=C1NC(CCC1C1=NN(C2=C(C=CC=C12)OCC(=O)NCC1(CC1)O)C)=O